((E)-2-((2R,3S,4R,5R)-5-(3-benzoyl-2,4-dioxo-3,4-dihydropyrimidin-1(2H)-yl)-4-(cyanomethyl)-3-hydroxytetrahydrofuran-2-yl)vinyl)phosphonate C(C1=CC=CC=C1)(=O)N1C(N(C=CC1=O)[C@H]1[C@@H]([C@@H]([C@H](O1)/C=C/P([O-])([O-])=O)O)CC#N)=O